O=C(CCCCCCCCCCCCCCCCC)N(C)CC(=O)O N-(1-oxooctadecyl)sarcosine